FC(N1N=CC(=C1)C1=CN2C(S1)=C(C=N2)C(=O)N)F 2-(1-(difluoromethyl)-1H-pyrazol-4-yl)pyrazolo[5,1-b]Thiazole-7-carboxamide